tert-Butyl (4S)-4-[3-[(4-benzyloxy-6-sulfamoyl-2-pyridyl)amino]propyl]-2,2-dimethyl-pyrrolidine-1-carboxylate C(C1=CC=CC=C1)OC1=CC(=NC(=C1)S(N)(=O)=O)NCCC[C@H]1CC(N(C1)C(=O)OC(C)(C)C)(C)C